NC1(CC1)/C=C/C(=O)N1CC2=C(C(C1)C1=C(C=CC=C1)C=1C(=NN(C1)CC)C(F)(F)F)C=C(S2)C#N (E)-6-(3-(1-Aminocyclopropyl)acryloyl)-4-(2-(1-ethyl-3-(trifluoromethyl)-1H-pyrazol-4-yl)phenyl)-4,5,6,7-tetrahydrothieno[2,3-c]pyridine-2-carbonitrile